4-bromo-2-(1-ethoxyvinyl)-3-fluoro-5-(trifluoromethyl)aniline BrC1=C(C(=C(N)C=C1C(F)(F)F)C(=C)OCC)F